1-((4-bromopyridin-2-yl)methyl)-4-(5-chloro-2-(difluoromethoxy)phenyl)-5-methoxypyridin-2(1H)-one BrC1=CC(=NC=C1)CN1C(C=C(C(=C1)OC)C1=C(C=CC(=C1)Cl)OC(F)F)=O